Aluminium stearate methyl-[(3-bromo-6-chloro-4-quinolinyl)amino]-5-methoxy-benzoate CC=1C(=C(C(=O)[O-])C=C(C1)OC)NC1=C(C=NC2=CC=C(C=C12)Cl)Br.C(CCCCCCCCCCCCCCCCC)(=O)[O-].[Al+2]